Diethyl (E)-(3-(benzo[d][1,3]dioxol-5-yl)acryloyl)-L-glutamate O1COC2=C1C=CC(=C2)/C=C/C(=O)N[C@@H](CCC(=O)OCC)C(=O)OCC